BrC=1C=2N(C=C(C1)C(F)(F)F)C(=CN2)C2=NC(=NC=C2Cl)C2(CCC(CC2)N)N (4-(8-bromo-6-(trifluoromethyl)imidazo[1,2-a]pyridin-3-yl)-5-chloro-pyrimidin-2-yl)cyclohexane-1,4-diamine